ClC=1C(=C(C(=C(C1[2H])[2H])[2H])NC1(CCC2([C@H](CC3=CC=4OCOC4C=C23)C[C@H](CO)C)CC1)C(=O)OC)[2H] methyl (1r,4S,6'S)-4-{[3-chloro(2H4)phenyl]amino}-6'-[(2R)-3-hydroxy-2-methylpropyl]-6',7'-dihydro-2'H-spiro[cyclohexane-1,5'-indeno[5,6-d][1,3]dioxole]-4-carboxylate